CC1=CC=C(CN2CN=CC3=CC=CC=C23)C=C1 1-(4-methylbenzyl)quinazolin